FC1=CN=C2N1C=C(C=C2)CN (3-fluoroimidazo[1,2-a]pyridin-6-yl)methylamine